(4-{[2-(cyclopropanecarboxamido)pyridin-4-yl]oxy}-3-fluorophenyl)-1-(3,4-dimethylphenyl)-1H-imidazole-4-carboxamide C1(CC1)C(=O)NC1=NC=CC(=C1)OC1=C(C=C(C=C1)C=1N(C=C(N1)C(=O)N)C1=CC(=C(C=C1)C)C)F